(R)-N-((4-(((7-(2-aminoethyl)-7-azaspiro[3.5]nonan-2-yl)methyl)amino)-3-nitrophenyl)sulfonyl)-4-(4-(1-chloro-6,7,8,9-tetrahydro-5H-benzo[7]annulen-5-yl)piperazin-1-yl)benzamide NCCN1CCC2(CC(C2)CNC2=C(C=C(C=C2)S(=O)(=O)NC(C2=CC=C(C=C2)N2CCN(CC2)[C@@H]2CCCCC3=C2C=CC=C3Cl)=O)[N+](=O)[O-])CC1